CC1(OC2=C([C@@H]3C=C(CC[C@@H]13)C)C(=CC(=C2)CCC(CC)C)O)C (6aR,10aR)-6,6,9-trimethyl-3-(3-methylpentyl)-6H,6aH,7H,8H,10aH-benzo[c]isochromen-1-ol